5-(4-fluoropyrrolidin-3-yl)-4-methyl-isobenzofuran-1(3H)-one hydrochloride Cl.FC1C(CNC1)C=1C(=C2COC(C2=CC1)=O)C